(6S,7aR)-6-fluoro-7a-(hydroxymethyl-d2)hexahydro-3H-pyrrolizin-3-one-6-d F[C@@]1(CN2C(CC[C@@]2(C1)C([2H])([2H])O)=O)[2H]